N-(3-(difluoromethoxy)-4-((3R)-2-(2,2-difluoropropyl)-3-methyl-2,3,4,9-tetrahydro-1H-pyrido[3,4-b]indol-1-yl)phenyl)-1-(3-fluoropropyl)azetidin-3-amine FC(OC=1C=C(C=CC1C1N([C@@H](CC2=C1NC1=CC=CC=C21)C)CC(C)(F)F)NC2CN(C2)CCCF)F